N1CCOCC2=C1C=CC=C2 3,5-dihydro-2H-4,1-benzoxazepine